C[C@H]1CNCCN1C1=NC=NC(=C1)OC1=CC=C(C=C1)NC(=O)NC1=CC(=C(C=C1)C)C(F)(F)F (S)-3-methyl-4-(6-(4-(3-(4-methyl-3-(trifluoromethyl)phenyl)ureido)phenoxy)pyrimidin-4-yl)piperazin